CC1=CC=C(O1)C(C(=O)N)C (5-methylfuran-2-yl)propanamide